N-((1-fluorocyclopropyl)methyl)-5-(1-isopropyl-2-methyl-1H-imidazo[4,5-b]pyridin-6-yl)-7H-pyrrolo[2,3-d]pyrimidin-2-amine FC1(CC1)CNC=1N=CC2=C(N1)NC=C2C=2C=C1C(=NC2)N=C(N1C(C)C)C